FC1=C(CBr)C(=C(C(=C1F)C)F)F 2,3,5,6-tetrafluoro-4-methylbenzyl bromide